Tetra-n-butyl-ammonium nitrat [N+](=O)([O-])[O-].C(CCC)[N+](CCCC)(CCCC)CCCC